(3S)-3-({2-[4-chloro-2-(trifluoromethoxy)phenyl][1,2,4]triazolo[1,5-c]quinazolin-5-yl}amino)azepan-2-one ClC1=CC(=C(C=C1)C1=NN2C(=NC=3C=CC=CC3C2=N1)N[C@@H]1C(NCCCC1)=O)OC(F)(F)F